6-(4-((2-cyclohexyl-5-oxo-5,6-dihydropyrimido[4,5-d]pyridazin-4-yl)amino)phenyl)-6-azaspiro[2.5]octane-1-carboxylic acid C1(CCCCC1)C=1N=C(C2=C(C=NNC2=O)N1)NC1=CC=C(C=C1)N1CCC2(CC2C(=O)O)CC1